2-pyrrolidineacetic acid, hydrochloride Cl.N1C(CCC1)CC(=O)O